N-(4-(((3-acetyl-8-bromo-5-chloro-4-oxo-1,4-dihydroquinolin-2-yl)sulfinyl)methyl)phenyl)methane-sulfonamide C(C)(=O)C1=C(NC2=C(C=CC(=C2C1=O)Cl)Br)S(=O)CC1=CC=C(C=C1)NS(=O)(=O)C